C(C1=CC=CC=C1)(=O)NC(C1=C(C=C(C=C1C)F)CCCC(=O)O)C(=O)O 4-(2-(benzoylamino(carboxy)methyl)-5-fluoro-3-methylphenyl)butanoic acid